8-morpholino-6-[(2E)-2-(m-tolylmethylene)hydrazino]-N-(oxetan-3-yl)imidazo[1,2-a]pyrazine-2-carboxamide O1CCN(CC1)C=1C=2N(C=C(N1)N/N=C/C=1C=C(C=CC1)C)C=C(N2)C(=O)NC2COC2